tert-butyl (2R,6S)-4-[7-[(8-fluoro-2-methyl-imidazo[1,2-a]pyridin-6-yl)carbamoyl]-3-(2-trimethylsilylethoxymethyl)-benzotriazol-4-yl]-2,6-dimethyl-piperazine-1-carboxylate FC=1C=2N(C=C(C1)NC(=O)C1=CC=C(C3=C1N=NN3COCC[Si](C)(C)C)N3C[C@H](N([C@H](C3)C)C(=O)OC(C)(C)C)C)C=C(N2)C